C(C)C1=CC=C2C=NNC2=C1NC(=O)N=[S@@](=O)(N)C1=CN=C(S1)C(C)(C)O |o1:15| (S) or (R)-N'-((6-ethyl-1H-indazol-7-yl)carbamoyl)-2-(2-hydroxypropan-2-yl)thiazole-5-sulfonimidamide